2-ethoxy-6-(2-methyl-2H-indazol-5-yl)-8-(4-(trifluoromethyl)phenyl)-1,6-naphthyridin-7(6H)-one C(C)OC1=NC2=C(C(N(C=C2C=C1)C1=CC2=CN(N=C2C=C1)C)=O)C1=CC=C(C=C1)C(F)(F)F